(+)-ethyl 4-[2-(4-fluorophenyl)-4-oxo-1,3-thiazolidin-3-yl]-3-methylbenzoate FC1=CC=C(C=C1)C1SCC(N1C1=C(C=C(C(=O)OCC)C=C1)C)=O